tin-antimony hydroxide [Sb](O)(O)O.[Sn]